C(C1CO1)OC(=O)C1=CC=CC2=CC(=CC=C12)C(=O)OCC1CO1 1,6-naphthalenedicarboxylic acid diglycidyl ester